2-(3,4-difluorophenyl)-N-{3-sulfamoyl-4-[5-(trifluoromethyl)pyridin-3-yl]phenyl}acetamide FC=1C=C(C=CC1F)CC(=O)NC1=CC(=C(C=C1)C=1C=NC=C(C1)C(F)(F)F)S(N)(=O)=O